O=C1NC(CCC1N1C(C2=CC=C(C=C2C1)N1CCC(CC1)NC(OC(C)(C)C)=O)=O)=O tert-Butyl N-[1-[2-(2,6-dioxo-3-piperidyl)-1-oxo-isoindolin-5-yl]-4-piperidyl]carbamate